[N+](=O)([O-])C=1C=C2C(=NC1)NC(=C2)C2=CC(=NC=C2)N2CCOCC2 4-(4-(5-nitro-1H-pyrrolo[2,3-b]pyridin-2-yl)pyridin-2-yl)morpholine